P(=O)(O)(O)O.[SiH3][SiH2][SiH3].[SiH3][SiH2][SiH3].[SiH3][SiH2][SiH3] tris(trisilane) phosphate